C[Si](O[Si](C1=CC=CC=C1)(C1=CC=CC=C1)C1=CC=CC=C1)(C)C 1,1,1-trimethyl-3,3,3-triphenyldisiloxane